C(C)C(COC(C1=CC=C(C=C1)NC1=NC(=NC(=N1)NC1=CC=C(C(=O)OCC(CCCC)CC)C=C1)NC1=CC=C(C(=O)OCC(CCCC)CC)C=C1)=O)CCCC Tris(2-ethylhexyl)4,4',4''-(1,3,5-triazine-2,4,6-triyltriimino)tribenzoate